CN1CC(C1)N1CCN(CC1)C1=CC=CC=2N(C=NC21)C(=O)NCCCC2=CC=CC=C2 4-(4-(1-Methylazetidin-3-yl)piperazin-1-yl)-N-(3-phenylpropyl)-1H-benzo[d]imidazole-1-carboxamide